tert-butyl 4-(5-(2-hydroxy-2-methylpropoxy)-6-((1-methyl-2-oxo-1,2-dihydropyridin-3-yl)carbamoyl)benzothiazol-2-yl)piperazine-1-carboxylate OC(COC=1C(=CC2=C(N=C(S2)N2CCN(CC2)C(=O)OC(C)(C)C)C1)C(NC=1C(N(C=CC1)C)=O)=O)(C)C